CN1C(N(C2=C1C(=CC=C2)C2CC(C2)C(=O)OC)COCC[Si](C)(C)C)=O Methyl 3-(3-methyl-2-oxo-1-((2-(trimethylsilyl)ethoxy)methyl)-2,3-dihydro-1H-benzo[d]imidazol-4-yl)cyclobutane-1-carboxylate